bicyclo[1.1.1]pentane-1,3-dicarboxylic acid [5-(1-carbamimidoyl-1,2,3,6-tetrahydro-pyridin-4-yl)-pyrazin-2-yl]-amide (4-guanidinomethyl-phenyl)-amide N(C(=N)N)CC1=CC=C(C=C1)NC(=O)C12CC(C1)(C2)C(=O)NC2=NC=C(N=C2)C=2CCN(CC2)C(N)=N